C(#N)C1=CC(=NC=C1)N1C=C(C2=C1N=CN=C2N2[C@H](CN(CC2)C(=O)OC(C)C(F)(F)F)C)C2=C(C=CC=C2)F 1-trifluoropropan-2-yl (3S)-4-(7-(4-cyanopyridin-2-yl)-5-(2-fluorophenyl)-7H-pyrrolo[2,3-d]pyrimidin-4-yl)-3-methylpiperazine-1-carboxylate